C(CCCCCCCC)NC(C)O (nonylamino)ethan-1-ol